(E)-2-(cyclopropyl(pyridin-2-yl)methylene)hydrazine-1-carbothioamide C1(CC1)/C(=N\NC(N)=S)/C1=NC=CC=C1